1-((R)-2-hydroxy-2-((2R,3S,5R,8R,9R,10S,13S,14S,17S)-3-hydroxy-2-(methoxymethyl)-3,13-dimethylhexadecahydro-1H-cyclopenta[a]phenanthren-17-yl)propyl)-1H-pyrazole-4-carbonitrile O[C@](CN1N=CC(=C1)C#N)(C)[C@H]1CC[C@H]2[C@@H]3CC[C@@H]4C[C@]([C@H](C[C@@H]4[C@H]3CC[C@]12C)COC)(C)O